N4-cyclohexyl-N6-(2-methoxy-4-morpholinophenyl)-3-(2-methylbenzooxazol-6-yl)-1H-pyrazolo[3,4-d]pyrimidine-4,6-diamine C1(CCCCC1)NC1=C2C(=NC(=N1)NC1=C(C=C(C=C1)N1CCOCC1)OC)NN=C2C2=CC1=C(N=C(O1)C)C=C2